6-(2-chloro-3,5-dimethoxyphenyl)-N-(4-((4-ethylpiperazin-1-yl)methyl)phenyl)-[1,2,4]triazolo[4',3':1,6]pyrido[2,3-d]pyrimidin-2-amine ClC1=C(C=C(C=C1OC)OC)C1=CC2=C(N=C(N=C2)NC2=CC=C(C=C2)CN2CCN(CC2)CC)N2C1=NN=C2